Allyl-methacrylat C(C=C)OC(C(=C)C)=O